4-nitro-1-(3-phenylpropyl)-1H-pyrazole [N+](=O)([O-])C=1C=NN(C1)CCCC1=CC=CC=C1